(5S,6S)-4-methoxy-5-methyl-6-((E)-styryl)-5,6-dihydro-2H-pyran-2-one COC1=CC(O[C@H]([C@@H]1C)\C=C\C1=CC=CC=C1)=O